Chloro{5-(ethylsulfanyl)-1-methyl-4-[7-methyl-3-(trifluoromethyl)-7H-imidazo[4,5-c]pyridazin-6-yl]-1H-imidazol-2-yl}zinc Cl[Zn]C=1N(C(=C(N1)C1=NC2=C(N=NC(=C2)C(F)(F)F)N1C)SCC)C